N1CNCCCC1 1,3-Diazepane